Lithium-Nickel-Cobalt-Oxid [Co]=O.[Ni].[Li]